1-(3-phenylpropyl)-2-(m-tolyl)-1H-benzo[d]imidazole-4-carboxamide C1(=CC=CC=C1)CCCN1C(=NC2=C1C=CC=C2C(=O)N)C=2C=C(C=CC2)C